3-(4-methoxy-3-(methylcarbamoyl)phenyl)propanoic acid tert-butyl ester C(C)(C)(C)OC(CCC1=CC(=C(C=C1)OC)C(NC)=O)=O